N1=C(N=C2N=CNC2=C1N)N 2,6-Purinediamine